(R)-6-(2-hydroxy-2-methylpropyloxy)-4-(1'-(2-phenylpropionyl)-1',2',3',6'-tetrahydro-[2,4'-bipyridin]-5-yl)pyrazolo[1,5-a]pyridine-3-carbonitrile OC(COC=1C=C(C=2N(C1)N=CC2C#N)C=2C=CC(=NC2)C=2CCN(CC2)C([C@H](C)C2=CC=CC=C2)=O)(C)C